C(C)(=O)O[C@H]1[C@@H](O[C@@H](C1)[C@H](CC)OC(C)=O)N1C(SC2=C1N=C(NC2=O)N)=O [(2R,3R,5S)-5-[(1S)-1-acetoxypropyl]-2-(5-amino-2,7-dioxo-6H-thiazolo[4,5-d]pyrimidin-3-yl)tetrahydrofuran-3-yl] acetate